N1=CN=CC2=C1N=CC=C2.[P] phosphorus pyrido[2,3-d]pyrimidine